(2-cyano-7-phenylisoindolin-5-yl)-N,1-dimethylpiperidine-3-carboxamide C(#N)N1CC2=C(C=C(C=C2C1)C1N(CCCC1C(=O)NC)C)C1=CC=CC=C1